N1CC(C1)C=1C=CN2N=CN=C(C21)NC2=CC(=C(C=C2)OC2=CC1=C(N(C=N1)C)C=C2)C 5-(azetidin-3-yl)-N-(3-methyl-4-((1-methyl-1H-benzo[d]-imidazol-5-yl)oxy)phenyl)pyrrolo[2,1-f]-[1,2,4]-triazin-4-amine